CN1N=CC(=C1)S(=O)(=O)NC=1C=CC(=C2C=CNC12)C(F)(F)F 1-methyl-N-[4-(trifluoromethyl)-1H-indol-7-yl]pyrazole-4-sulfonamide